C(C)(C)(C)C=1C(=NC=2CCN=CC2C1)C#N Tertiary butyl-2-cyano-7,8-dihydro-1,6-naphthyridine